CC1(CCC=2C1=NC1=C(C2NC(=O)N=[S@](=O)(N)C=2C=NC=C(C2)C(C)(C)O)CCC1)C (R)-N'-((3,3-dimethyl-1,2,3,5,6,7-hexahydrodicyclopenta[b,e]pyridin-8-yl)carbamoyl)-5-(2-hydroxypropan-2-yl)pyridine-3-sulfonimidamide